FC1([C@H](C1)N1C=C(C(=CC1=O)NC1[C@@H]2CN(C[C@H]12)C)C(=O)N[C@H](C)C1=C(C(=CC=C1)C(F)(F)F)F)F 1-((S)-2,2-difluorocyclopropyl)-N-((R)-1-(2-fluoro-3-(trifluoromethyl)phenyl)ethyl)-4-(((1R,5S,6s)-3-methyl-3-azabicyclo[3.1.0]hexan-6-yl)amino)-6-oxo-1,6-dihydropyridine-3-carboxamide